C(C)(C)(C)OC(=O)N1CC=2N=CN=C(C2CC1)N([C@H]1CNCC[C@H]1C)C 4-[methyl-[(3R,4R)-4-methylpiperidin-3-yl]amino]-5H,6H,7H,8H-pyrido[3,4-d]pyrimidine-7-carboxylic acid tert-butyl ester